pentamethylcyclopentadienyl(1,6,6-trimethyl-1,5,6,7-tetrahydro-s-indacenyl)zirconium CC1=C(C(=C(C1([Zr]C1(C=CC2=CC=3CC(CC3C=C12)(C)C)C)C)C)C)C